N-[4-[[3-(aminomethyl)cyclobutyl]methylcarbamoyl]-3-chloro-phenyl]-5-(2,3-difluoro-4-methoxyphenyl)-1-methylimidazole-2-carboxamide NCC1CC(C1)CNC(=O)C1=C(C=C(C=C1)NC(=O)C=1N(C(=CN1)C1=C(C(=C(C=C1)OC)F)F)C)Cl